(2,6-Dichloropyridin-4-yl)methyl (S)-2-(methylamino)-3-(6-methylpyridin-3-yl)propanoate dihydrochloride Cl.Cl.CN[C@H](C(=O)OCC1=CC(=NC(=C1)Cl)Cl)CC=1C=NC(=CC1)C